FC1=C(C=C(C=C1)C(C)NC(=O)C=1C=C(C=NC1OC)C1=CC=C2C(=NNC2=C1)C(=O)NC)C(F)(F)F 6-[5-({1-[4-fluoro-3-(trifluoro-methyl)phenyl]ethyl}carbamoyl)-6-methoxypyridin-3-yl]-N-methyl-1H-indazole-3-carboxamide